ClC1=CC=C(C=C1)CCN1CCC(CC1)C=1NN=C(N1)C1=CC(=CC=C1)Cl 1-[2-(4-Chloro-phenyl)-ethyl]-4-[5-(3-chloro-phenyl)-2H-[1,2,4]triazol-3-yl]-piperidine